FC(CC)(F)F (2S)-1,1,1-trifluoropropane